(3R)-3-amino-5,5,7-trifluoro-8-[5-(1,2,2,2-tetrafluoro-1-methoxy-ethyl)-1,3,4-oxadiazol-2-yl]-1-[[4-(trifluoromethoxy)phenyl]methyl]-3,4-dihydro-1-benzazepin-2-one N[C@H]1C(N(C2=C(C(C1)(F)F)C=C(C(=C2)C=2OC(=NN2)C(C(F)(F)F)(OC)F)F)CC2=CC=C(C=C2)OC(F)(F)F)=O